C(CCCCCCCCCCC)Cl.[Mg] magnesium dodecyl chloride